N-[(1S,2S,5R)-1,4-dioxo-2,3-diphenyl-1λ4,3-thiazinan-5-yl]acetamide O=[S@@]1[C@H](N(C([C@H](C1)NC(C)=O)=O)C1=CC=CC=C1)C1=CC=CC=C1